C(N)(O[C@H](C([2H])N1C(=C(C2=C1N=CN=C2N)C=2C=NC1=CC=CC=C1C2)Br)CC=CC(C)(C)C)=O ((2S)-tert-butyl 1-(4-amino-6-bromo-5-(quinolin-3-yl)-7H-pyrrolo[2,3-d]pyrimidin-7-yl) pent-4-en-2-yl-1-d) carbamate